(R)-ethyl 2-((R)-1-((tert-butoxycarbonyl) amino) propan-2-yl)-5-(4-chloro-3-cyanobenzoyl)-6-methyl-4,5,6,7-tetrahydro-2H-pyrazolo[4,3-c]pyridine-3-carboxylate C(C)(C)(C)OC(=O)NC[C@@H](C)N1N=C2C(CN([C@@H](C2)C)C(C2=CC(=C(C=C2)Cl)C#N)=O)=C1C(=O)OCC